IC1=C(N=CN1C)C1=CC=CC=C1 5-iodo-1-methyl-4-phenyl-1H-imidazole